C(OC1=CC=C(C=C1)CCC)(OC1=CC=C(C=C1)CCC)=O di-(4-n-propylphenyl) carbonate